C(C1=CC=CC=C1)OCCCCN(C(C#CC(SC)=O)(C)C)C S-methyl 4-((4-(benzyloxy)butyl)(methyl)amino)-4-methylpent-2-ynethioate